4-(2-(4-acryloylpiperazin-1-yl)-2-oxoethyl)-6-chloro-2-(3,4,5-trimethoxyanilino)pyrido[2,3-b]Pyrazine C(C=C)(=O)N1CCN(CC1)C(CN1C2=C(N=C(C1)NC1=CC(=C(C(=C1)OC)OC)OC)C=CC(=N2)Cl)=O